CC1NC(C2=CC=C(C=C2C1=C)[N+](=O)[O-])=O 3-methyl-4-methylene-6-nitro-3,4-dihydroisoquinolin-1(2H)-one